NC([C@H](CCC(=O)OC(C)(C)C)N1C(C2=CC=C(C(=C2C1)F)Br)=O)=O tert-butyl (s)-5-amino-4-(5-bromo-4-fluoro-1-oxoisoindolin-2-yl)-5-oxopentanoate